ClC1=C(C(=NN1)C)NC(C1=C(C=C(C(=C1)F)C=1OC(=C(N1)C(C)(C)O)C)O[C@H](C(F)(F)F)C)=O (S)-N-(5-Chloro-3-methyl-1H-pyrazol-4-yl)-5-fluoro-4-(4-(2-hydroxypropan-2-yl)-5-methyloxazol-2-yl)-2-((1,1,1-trifluoropropan-2-yl)oxy)benzamide